OCCCNC(C(=C)C)=O N-(hydroxypropyl)methacrylamide